N[C@@H](CCC(=O)NCC(=O)NCC(=O)O)C(=O)O L-γ-glutamyl-glycylglycine